4-[[(2R,3S,4S,5R)-3-(3,4-Difluoro-2-vinyl-phenyl)-4,5-dimethyl-5-(trifluoromethyl)tetrahydrofuran-2-carbonyl]amino]pyridin-2-carboxamid FC=1C(=C(C=CC1F)[C@H]1[C@@H](O[C@]([C@H]1C)(C(F)(F)F)C)C(=O)NC1=CC(=NC=C1)C(=O)N)C=C